Cl.FC1=CC=C2CC3(CCNCC3)[C@@H](C2=C1)N (1S)-6-fluorospiro[indan-2,4'-piperidine]-1-amine hydrochloride